octahydro-pentalene-2,5-diamine C1C(CC2CC(CC12)N)N